9a-methyl-7,8,9,9a-tetrahydrothieno[2,3-a]indolizin-4(6H)-one CC12CCCCN2C(C2=C1SC=C2)=O